N1(CCOCC1)C1=CC=C(C=C1)C(C(CC)(CC1=CC=CC=C1)N(C)C)=O 1-(4-morpholinylphenyl)-2-(dimethylamino)-2-benzyl-1-butanone